ClC=1C(=NC(=NC1)NC1=NN(N=C1)C)C1=CC=C2CN(C(C2=C1)=O)[C@@H](C(=O)N[C@H](CO)C1=CC(=NC=C1)OC)C (2R)-2-(6-{5-chloro-2-[(2-methyl-2H-1,2,3-triazol-4-yl)amino]pyrimidin-4-yl}-1-oxo-2,3-dihydro-1H-isoindol-2-yl)-N-[(1S)-2-hydroxy-1-(2-methoxypyridin-4-yl)ethyl]propanamide